The molecule is an azabicycloalkane that is (1R,4R)-2,5-diazabicyclo[2.2.1]heptane which is substituted at position 2 by a 3-(2-hydroxyphenyl)-3-oxoprop-1-en-1-yl group and at position 5 by a pyridin-2-yl group. It is a potent and selective inhibitor of polybromo 1 (Kd = 48 nM), SMARCA2 and SMARCA4 (Kd = 89 nM) bromodomains. It is a member of pyridines, an azabicycloalkane, a member of phenols and an enone. C1[C@@H]2CN([C@H]1CN2C3=CC=CC=N3)/C=C/C(=O)C4=CC=CC=C4O